3-ethyl-5-(3-iodo-4-(trifluoromethyl)phenyl)-1H-pyrrolo[2,3-b]pyridine C(C)C1=CNC2=NC=C(C=C21)C2=CC(=C(C=C2)C(F)(F)F)I